N[C@@]1(CN(CC1)C1=C(C=NC(=C1C1=CC(=CC(=C1)F)F)C)C(=O)NC1CC(C1)(F)F)C 4-[(3S)-3-amino-3-methylpyrrolidin-1-yl]-N-(3,3-difluorocyclobutyl)-5-(3,5-difluorophenyl)-6-methylpyridine-3-carboxamide